(5,7-dichloro-2,3-dihydrobenzo-furan-4-yl)boronic acid ClC=1C=C(C2=C(CCO2)C1B(O)O)Cl